4-isopropyl-2-[[(3S)-3-methyl-1-piperidinyl]methyl]-6-[3-[3-[(4-methyl-1,2,4-triazol-3-yl)methyl]oxetan-3-yl]phenyl]-1H-pyrrolo[2,3-c]pyridin-7-one C(C)(C)C=1C2=C(C(N(C1)C1=CC(=CC=C1)C1(COC1)CC1=NN=CN1C)=O)NC(=C2)CN2C[C@H](CCC2)C